C1(CC1)C1=CC(=NN1)NC1=NC(=C2C=CC=NC2=C1)NC1C2CC3(CC(CC1C3)C2)O 4-[[7-[(5-cyclopropyl-1H-pyrazol-3-yl)amino]-1,6-naphthyridin-5-yl]amino]adamantan-1-ol